(S)-2-((((9H-fluoren-9-yl)methoxy)carbonyl)(methyl)amino)-3-cyclopentylpropanoic acid C1=CC=CC=2C3=CC=CC=C3C(C12)COC(=O)N([C@H](C(=O)O)CC1CCCC1)C